2-(azetidin-3-ylamino)ethyl 2-[6-[5-(6-methyl-2-pyridyl)-1H-imidazol-4-yl]-3-quinolyl]thiazole-4-carboxylate CC1=CC=CC(=N1)C1=C(N=CN1)C=1C=C2C=C(C=NC2=CC1)C=1SC=C(N1)C(=O)OCCNC1CNC1